CC=1N(C=CN1)CC1=CC=C(O1)C=O 5-((2-methyl-1H-imidazole-1-yl)methyl)furan-2-formaldehyde